N[C@@H]1CC[C@H](CC1)NC1=NC=C(C(=N1)C=1C=C(C=CC1)C=1C(NC=CC1)=O)F 3-(3-(2-((trans-4-aminocyclohexyl)amino)-5-fluoropyrimidin-4-yl)phenyl)pyridin-2(1H)-one